FC(C=1C(=C2N(C(C1)=O)C(CS2(=O)=O)C(=O)O)C2=CC(=CC=C2)C(F)(F)F)(C2=CC=CC1=CC=CC=C21)F 7-(difluoro(naphthalen-1-yl)methyl)-5-oxo-8-(3-(trifluoromethyl)phenyl)-2,3-dihydro-5H-thiazolo[3,2-a]pyridine-3-carboxylic acid 1,1-dioxide